1,3-difluoro-2-methoxy-4-nitrobenzene FC1=C(C(=C(C=C1)[N+](=O)[O-])F)OC